ClC=1C=C(C=CC1)C(C(=O)OCC)(C(F)(F)F)O ethyl 2-(3-chlorophenyl)-3,3,3-trifluoro-2-hydroxypropanoate